9-methoxy-6-(4-methylpent-3-en-1-yl)-2,3,4,6-tetrahydro-1H-indolo[2,3-b]quinolin-11-amine COC1=CC2=C(C=C1)N(C1=NC=3CCCCC3C(=C12)N)CCC=C(C)C